ClC=1C=C(C=2N(N1)C=CN2)OC2=C(C=C(C=C2)NC(=O)C=2C(N(C=CC2OCC)C2=CC=C(C=C2)F)=O)F N-(4-((6-chloroimidazo[1,2-b]pyridazin-8-yl)oxy)-3-fluorophenyl)-4-ethoxy-1-(4-fluorophenyl)-2-keto-1,2-dihydropyridine-3-carboxamide